(1,3-dithian-2-yl)trimethylsilane S1C(SCCC1)[Si](C)(C)C